(2S)-5,5-dimethyl-2-{[(1R)-1-(6-phenoxypyridin-3-yl)ethyl]amino}hexanoic acid CC(CC[C@@H](C(=O)O)N[C@H](C)C=1C=NC(=CC1)OC1=CC=CC=C1)(C)C